FC(OC=1C=C(C=CC1)N1C(N(C2=C1C=CC(=C2)C(=O)O)COCC[Si](C)(C)C)=O)F 1-(3-(difluoromethoxy)phenyl)-2-oxo-3-((2-(trimethylsilyl)ethoxy)methyl)-2,3-dihydro-1H-benzo[d]imidazole-5-carboxylic acid